N1(CCC1)C[C@@H](C)NC(=O)C1=CC(=NN1C)C1=NC(=NC=C1)NC1=CC(=CC(=C1)OC)OC N-[(2R)-1-(azetidin-1-yl)propan-2-yl]-3-{2-[(3,5-dimethoxyphenyl)amino]pyrimidin-4-yl}-1-methyl-1H-pyrazole-5-carboxamide